ClC1=C(N=C(N1C1CC1)C1=C(C=C(C=N1)C(=O)OCC)F)C(F)(F)F ethyl 6-[5-chloro-1-cyclopropyl-4-(trifluoromethyl)imidazol-2-yl]-5-fluoro-pyridine-3-carboxylate